acryloxypropyl-Trimethoxysilane C(C=C)(=O)OCCC[Si](OC)(OC)OC